7-(2-((tert-Butoxycarbonyl)amino)ethoxy)-4-((triisopropylsilyl)ethynyl)-1H-indole-5-carboxylic acid methyl ester COC(=O)C=1C(=C2C=CNC2=C(C1)OCCNC(=O)OC(C)(C)C)C#C[Si](C(C)C)(C(C)C)C(C)C